NC([C@H](CCC(=O)OC(C)(C)C)N1C(C2=CC(=CC=C2C1)O)=O)=O tert-butyl (S)-5-amino-4-(6-hydroxy-1-oxoisoindol-2-yl)-5-oxopentanoate